1-(bis(2-(dimethylamino)ethyl)amino)-3,3-dimethylbutan-2-one CN(CCN(CC(C(C)(C)C)=O)CCN(C)C)C